N1N=CC2=CC=C(C=C12)NC(OC(C)(C)C)=O tert-butyl 1H-indazol-6-ylcarbamate